para-menthene C1(CCC(=CC1)C(C)C)C